(1r,4r)-4-(4-(5-(4-(tert-butoxycarbonyl)piperazin-1-yl)pyrazolo[1,5-a]pyrimidine-3-carboxamido)-3-cyano-1H-pyrazol-1-yl)cyclohexane-1-carboxylic acid C(C)(C)(C)OC(=O)N1CCN(CC1)C1=NC=2N(C=C1)N=CC2C(=O)NC=2C(=NN(C2)C2CCC(CC2)C(=O)O)C#N